C(C)(=O)OC1[C@H](OC(C)=O)[C@H](OCC2=CC=CC=C2)[C@@](O1)(CN=[N+]=[N-])COCC1=CC=CC=C1 1,2-di-O-acetyl-5-azido-3-O-benzyl-4-[(benzyloxy)methyl]-5-deoxy-L-lyxofuranose